Natrium (S)-3-(3-(1-Methyl-4-oxido-2-oxo-1,2-Dihydropyridin-3-yl)ureido)-3-(5-(2-Methylbenzyl)thiophen-2-yl)propanoat CN1C(C(=C(C=C1)[O-])NC(N[C@@H](CC(=O)[O-])C=1SC(=CC1)CC1=C(C=CC=C1)C)=O)=O.[Na+].[Na+]